6-(3-methoxyphenyl)-2-(4-methylpyridin-2-yl)phthalazin-1(2H)-one COC=1C=C(C=CC1)C=1C=C2C=NN(C(C2=CC1)=O)C1=NC=CC(=C1)C